N1C(=NC2=C1C=CC=C2)C2=C(C(=CC=C2)Cl)C=2C(=CC(=CC2)C(N[C@@H](CCC)C2=C(C=CC=C2)F)=O)C(=O)O (S)-2'-(1H-1,3-benzodiazol-2-yl)-6'-chloro-4-{[1-(2-fluorophenyl)butyl]carbamoyl}-[1,1-biphenyl]-2-carboxylic acid